(1-(2-(2-(1-methyl-1H-pyrazol-4-yl)ethoxy)-6-morpholinopyrimidin-4-yl)-3-phenyl-1H-pyrazol-5-yl)methanol CN1N=CC(=C1)CCOC1=NC(=CC(=N1)N1N=C(C=C1CO)C1=CC=CC=C1)N1CCOCC1